N,N'-(((((1R,3R)-3-hydroxycyclobutyl)methyl)azanediyl)bis(octane-8,1-diyl))bis(N-decyldecanamide) OC1CC(C1)CN(CCCCCCCCN(C(CCCCCCCCC)=O)CCCCCCCCCC)CCCCCCCCN(C(CCCCCCCCC)=O)CCCCCCCCCC